O=C1C[C@H](N1)C(=O)OCC1=CC=CC=C1 benzyl (S)-4-oxoazetidine-2-carboxylate